N-(3,5-difluoro-4-((6-methoxy-7-(2-(methylamino)ethoxy)quinolin-4-yl)oxy)phenyl)-4-ethylpyridine-3-carboxamide FC=1C=C(C=C(C1OC1=CC=NC2=CC(=C(C=C12)OC)OCCNC)F)NC(=O)C=1C=NC=CC1CC